BrC1=CC=C(COC2=CC3=C(C=C(C(O3)=O)C(F)(F)F)C=C2)C=C1 7-((4-bromobenzyl)oxy)-3-trifluoromethyl-2H-1-benzopyran-2-one